1-Butyl-1-ethylpiperidinium chlorid [Cl-].C(CCC)[N+]1(CCCCC1)CC